((3-((tert-butyldimethylsilyl)oxy)-1-methylcyclobutyl)ethynyl)-2-methoxybenzoic acid methyl ester COC(C1=C(C(=CC=C1)C#CC1(CC(C1)O[Si](C)(C)C(C)(C)C)C)OC)=O